The molecule is an amino acid amide compound consisting of propionamide having a 3-amino substituent. It is a conjugate base of a beta-alaninium amide. C(CN)C(=O)N